4-chloro-6-((2-cyanophenyl)amino)-N-(2,3-dihydro-1H-inden-2-yl)picolinamide ClC1=CC(=NC(=C1)NC1=C(C=CC=C1)C#N)C(=O)NC1CC2=CC=CC=C2C1